isoxazole-5-carboxylic acid 2-(((4-methoxy-3,5-dimethylpyridin-2-yl) methyl) sulfinyl)-1H-benzo[d]imidazol-5-yl ester COC1=C(C(=NC=C1C)CS(=O)C1=NC2=C(N1)C=CC(=C2)OC(=O)C2=CC=NO2)C